4-bromo-2-iodo-5-methoxy-N-prop-2-ynyl-benzamide BrC1=CC(=C(C(=O)NCC#C)C=C1OC)I